CC1(N(CCC1)CC(=O)NC=1C=C(C(=NC1)C)NC(=O)C=1C=NN2C1C(=NC(=C2)C=2C=NN(C2)C)C)C N-(5-(2-(2,2-dimethylpyrrolidin-1-yl)acetamido)-2-methylpyridin-3-yl)-4-methyl-6-(1-methyl-1H-pyrazol-4-yl)pyrazolo[1,5-a]pyrazine-3-carboxamide